CN(C)C(=N)N=C(N)N.Cl The molecule is a hydrochloride resulting from the reaction of metformin with one molar equivalent of hydrogen chloride. It has a role as an environmental contaminant, a hypoglycemic agent and a xenobiotic. It contains a metformin(1+).